C(C1=CC=CC=C1)OC1=CC(=CC2=CC=C(C(=C12)F)F)C=O 4-(benzyloxy)-5,6-difluoro-2-naphthalenealdehyde